isobutylidene-bis[4,6-dimethylphenol] C(C(C)C)(C1=C(C(=CC(=C1)C)C)O)C1=C(C(=CC(=C1)C)C)O